Methyl 2-oxo-5-(trifluoromethyl)cyclohexanecarboxylate O=C1C(CC(CC1)C(F)(F)F)C(=O)OC